6-bromo-N-[(2,4-dimethoxyphenyl)methyl]quinolin-4-amine formate salt C(=O)O.BrC=1C=C2C(=CC=NC2=CC1)NCC1=C(C=C(C=C1)OC)OC